1-{4-[5-(3-Chloro-4-isobutyl-phenyl)-[1,2,4]-oxadiazol-3-yl]-benzyl}-4-(2-morpholin-4-yl-ethyl)-piperidine-4-carboxylic acid ClC=1C=C(C=CC1CC(C)C)C1=NC(=NO1)C1=CC=C(CN2CCC(CC2)(C(=O)O)CCN2CCOCC2)C=C1